C(#N)C1=CC=C(CNC(=O)C2=NN(C=3C(N(CCC32)CC3(CC3)S(=O)(=O)C(C)(C)[C@@H]3CC(=NO3)C)=O)C)C=C1 (S)-N-(4-Cyanobenzyl)-1-methyl-6-((1-((2-(3-methyl-4,5-dihydroisoxazol-5-yl)propan-2-yl)sulfonyl)cyclopropyl)methyl)-7-oxo-4,5,6,7-tetrahydro-1H-pyrazolo[3,4-c]pyridine-3-carboxamide